1-Isopropyl-3,5-bis(3-methylbenzylidene)piperidin-4-one C(C)(C)N1CC(C(C(C1)=CC1=CC(=CC=C1)C)=O)=CC1=CC(=CC=C1)C